FC(OC=1C(=NC=CC1)F)F 3-(difluoromethoxy)-2-fluoropyridine